C(C)OC(=O)C=1OC2=C(C1C)C=C(C=C2)S(N(CCC2=CC=CC=C2)CC2=CC=C(C=C2)SC(F)(F)F)(=O)=O 3-Methyl-5-(N-(4-(trifluoromethylsulfanyl)benzyl)-N-phenethylsulfamoyl)benzofuran-2-carboxylic acid ethyl ester